CC1=C(C(=CC=C1)C)NS(=O)(=O)C=1C=C(C=NC1OC)NC(=O)C1=CSC2=C1CN(CC2)C N-(5-(N-(2,6-dimethylphenyl)sulfamoyl)-6-methoxypyridin-3-yl)-5-methyl-4,5,6,7-tetrahydrothieno[3,2-c]pyridine-3-carboxamide